2,4,4,5-tetramethylhexan-3-one CC(C)C(C(C(C)C)(C)C)=O